cinnamylpropargylpyruvate C(C=CC1=CC=CC=C1)C(C(C(=O)[O-])=O)CC#C